ClC1=CC=C(S1)CN1CCC2=CC(=CC=C12)NC(=O)C1CCCC1 Cyclopentanecarboxylic acid [1-(5-chlorothiophen-2-ylmethyl)-2,3-dihydro-1H-indol-5-yl]-amide